1-(tert-butyldimethylsilyl)-3-p-chlorophenyl-2-propyn-1-ol [Si](C)(C)(C(C)(C)C)C(C#CC1=CC=C(C=C1)Cl)O